ClC=1C2=C(N=CN1)N(CC(=C2)O[C@@H]2COCC2)CC2=CC=C(C=C2)OC (S)-4-Chloro-8-(4-methoxybenzyl)-6-((tetrahydrofuran-3-yl)oxy)pyrido[2,3-d]pyrimidine